C(CCC)OOCCCC butyl peroxide